NC1=C(C=C(C(=O)OCC)C=C1NCCOC)F ethyl 4-amino-3-fluoro-5-(2-methoxyethylamino)benzoate